benzo[c]benzene C1=CC=CC=2C1=CC=CC2